N1=CC=C(C=C1)N 4-pyridylamine